3-(3-methoxy-4-nitro-pyrazol-1-yl)propan-1-amine COC1=NN(C=C1[N+](=O)[O-])CCCN